1-((5-((4-(3-((2-((1S)-1-((tetrahydro-2H-pyran-2-yl)oxy)ethyl)-1H-imidazol-1-yl)methyl)isoxazol-5-yl)phenyl)ethynyl)pyridin-2-yl)methyl)piperidin-4-ol O1C(CCCC1)O[C@@H](C)C=1N(C=CN1)CC1=NOC(=C1)C1=CC=C(C=C1)C#CC=1C=CC(=NC1)CN1CCC(CC1)O